allyl (3S,5S)-3-[[4-[6-cyano-1-(2-trimethylsilylethoxymethyl) indol-3-yl]-5-(trifluoromethyl)pyrimidin-2-yl]amino]-5-fluoro-piperidine-1-carboxylate C(#N)C1=CC=C2C(=CN(C2=C1)COCC[Si](C)(C)C)C1=NC(=NC=C1C(F)(F)F)N[C@@H]1CN(C[C@H](C1)F)C(=O)OCC=C